FC1=C(C=C(C=C1)N1N=CC2=CC(=CC=C12)C1=C(C=CC=C1)OC)O 2-Fluoro-5-(5-(2-methoxyphenyl)-1H-indazol-1-yl)phenol